C(=O)O.NCCOC1CN(C1)C(=O)C1=C(C=C(C=C1)NC(=O)C=1N(C(=CN1)C1=C(C(=C(C=C1)OC)F)F)C)Cl N-[4-[3-(2-aminoethoxy)azetidine-1-carbonyl]-3-chloro-phenyl]-5-(2,3-difluoro-4-methoxy-phenyl)-1-methyl-imidazole-2-carboxamide formate